3-methoxy-1-(4-(4,4,5,5-tetramethyl-1,3,2-dioxaborolan-2-yl)benzyl)azetidine COC1CN(C1)CC1=CC=C(C=C1)B1OC(C(O1)(C)C)(C)C